CC1(CCCCC1)C(C(C(=O)N)(C1(CCCCC1)C)C1(CCCCC1)C)(CC(=O)N)C(=O)N Tris(methylcyclohexyl)propanetricarboxamide